O1COC2=C1C=CC(=C2)[N+]#[C-] 1,3-BENZODIOXOL-5-YL ISOCYANIDE